OC=1C=C(C(=O)O[C@H]2[C@H](OC3=CC(=CC(=C3C2)O)O)C2=CC(=C(C(=C2)O)OC)O)C=C(C1O)O (2R,3R)-2-(3,5-dihydroxy-4-methoxyphenyl)-5,7-dihydroxychroman-3-yl 3,4,5-trihydroxybenzoate